1-[4-CHLORO-2-(4,4,5,5-TETRAMETHYL-1,3,2-DIOXABOROLAN-2-YL)PHENYL]ETHAN-1-ONE ClC1=CC(=C(C=C1)C(C)=O)B1OC(C(O1)(C)C)(C)C